CN1C=CC=2C1=NC=C(C2)C(=O)N2C[C@H](CCC2)C methyl-(S)-(3-methylpiperidin-1-yl)(1H-pyrrolo[2,3-b]pyridin-5-yl)methanone